CN(C(N(C)C)=NP(=O)(O)O)C tetramethyl-N''-phosphonoguanidine